ClC=1C(=CC(=C(C(=O)NS(=O)(=O)C2=CC=C(C=C2)OC)C1)F)OCC1CCCC1 5-chloro-4-(cyclopentylmethoxy)-2-fluoro-N-((4-methoxyphenyl)sulfonyl)-benzamide